[(1S)-2-amino-1-methyl-ethyl]-4-[5-[3-[2-(4-tert-butoxy-4-oxo-butanoyl)-4-fluoro-6-methoxy-isoindolin-5-yl]oxypropoxy]-4-fluoro-6-methoxy-benzothiophen-2-yl]-4-oxo-butanoate NC[C@H](C)OC(CCC(=O)C=1SC2=C(C1)C(=C(C(=C2)OC)OCCCOC=2C(=C1CN(CC1=CC2OC)C(CCC(=O)OC(C)(C)C)=O)F)F)=O